C(C1=CC=CC=C1)OC(=O)N[C@](C(=O)OC(C)C)(CC(C)(C)C)C1=CC(=C(C=C1)N=C(C1=CC=CC=C1)C1=CC=CC=C1)F isopropyl (R)-2-(((benzyloxy) carbonyl) amino)-2-(4-((diphenylmethylene) amino)-3-fluorophenyl)-4,4-dimethylvalerate